ClC=1C(=NC=CC1)C(C(=O)NC(C(=O)O)CCN(CCCCC1=NC=2NCCCC2C=C1)CC(CF)OC)(C)C 2-[[2-(3-chloro-2-pyridyl)-2-methyl-propanoyl]amino]-4-[[3-fluoro-2-methoxy-propyl]-[4-(5,6,7,8-tetrahydro-1,8-naphthyridin-2-yl)butyl]amino]butanoic acid